OCP(CO)(CO)CO Tetrakis(hydroxymethyl)phosphin